C(N)(=O)NCC(=O)N1C(CC(C1)F)C(=O)NC(C1=CC=CC=C1)C1=NC(=C(C=C1)C(C)C)F 1-[2-(carbamoylamino)acetyl]-4-fluoro-N-{[6-fluoro-5-(propan-2-yl)pyridin-2-yl](phenyl)methyl}pyrrolidine-2-carboxamide